(6-amino-5-methyl-3-pyridyl)-2-[(2S,5R)-2-(1H-indazol-5-yl)-5-methyl-1-piperidyl]-2-oxo-acetamide NC1=C(C=C(C=N1)NC(C(=O)N1[C@@H](CC[C@H](C1)C)C=1C=C2C=NNC2=CC1)=O)C